3-(1-((2-(trimethylsilyl)ethoxy)methyl)-1H-pyrazol-5-yl)piperidine-1-carboxylate C[Si](CCOCN1N=CC=C1C1CN(CCC1)C(=O)[O-])(C)C